C(C)(C)C1=CC=C2CCN(C2=C1)C(CCCCCC(=O)OC)=O methyl 7-(6-isopropylindolin-1-yl)-7-oxoheptanoate